5-([1,2,4]triazolo[1,5-a]pyridin-6-yl)-N-(4-chloro-2-fluorophenyl)-1-(6-methylpyridin-2-yl)-1H-pyrazole-3-carboxyamide N=1C=NN2C1C=CC(=C2)C2=CC(=NN2C2=NC(=CC=C2)C)CC(=O)NC2=C(C=C(C=C2)Cl)F